F[C@]1(O)[C@H](O)[C@@H](O)[C@H](O)[C@H](O1)CO 1-fluoro-β-D-glucose